C1(CC1)C1=CC(=C2C(=N1)CCC2)N 2-cyclopropyl-6,7-dihydro-5H-cyclopenta[b]pyridin-4-amine